N,N-dimethyl-6-(4-morpholino-6-(4-(trifluoromethyl)piperidin-1-yl)-1,3,5-triazin-2-yl)benzo[d]thiazol-2-amine CN(C=1SC2=C(N1)C=CC(=C2)C2=NC(=NC(=N2)N2CCOCC2)N2CCC(CC2)C(F)(F)F)C